(S)-ethyl 3-(3-(tert-butyl)-7-chloro-2-oxo-5-phenyl-2,3-dihydro-1H-benzo[e][1,4]diazepin-1-yl)propanoate C(C)(C)(C)[C@@H]1N=C(C2=C(N(C1=O)CCC(=O)OCC)C=CC(=C2)Cl)C2=CC=CC=C2